C(C)(C)C1=C(C=C(C=C1)/C=C/C1=NC=CC=N1)OC (E)-2-(4-isopropyl-3-methoxyphenylvinyl)pyrimidine